2-({5-[(2-fluoro-4-methylphenyl)methoxy]-2-methylpyrazolo[1,5-a]pyridin-3-yl}formamido)-3-hydroxy-2-methylpropanamide FC1=C(C=CC(=C1)C)COC1=CC=2N(C=C1)N=C(C2C(=O)NC(C(=O)N)(CO)C)C